(4-nitrophenyl) 1-[4-(difluoromethoxy)-3-pyrazin-2-yl-phenyl]-3-methyl-5-oxo-4H-pyrazole-4-carboxylate FC(OC1=C(C=C(C=C1)N1N=C(C(C1=O)C(=O)OC1=CC=C(C=C1)[N+](=O)[O-])C)C1=NC=CN=C1)F